4-(4-hydroxy-7-methoxy-2-methylquinazolin-6-yl)piperidine-1-carboxylic acid tert-butyl ester C(C)(C)(C)OC(=O)N1CCC(CC1)C=1C=C2C(=NC(=NC2=CC1OC)C)O